4-(2-(2,6-dioxopiperidin-3-yl)-1,3-dioxoisoindolin-5-yl)piperazine 1-(dimethylcarbamoyl)azetidin-3-yl-((2-(2,6-dioxopiperidin-3-yl)-3-oxoisoindolin-5-yl)methyl)carbamate CN(C(=O)N1CC(C1)N(C(O)=O)CC=1C=C2C(N(CC2=CC1)C1C(NC(CC1)=O)=O)=O)C.O=C1NC(CCC1N1C(C2=CC=C(C=C2C1=O)N1CCNCC1)=O)=O